CC1(COC2=CC=CC=C2C1NC(=O)[C@H]1[C@@H](C1)C(N1C(N[C@](CC1=O)(C)CC)=[NH2+])C=1C=NC=C(C1)F)C [(4R)-1-[[(1R,2R)-2-[(3,3-dimethylchroman-4-yl)carbamoyl]cyclopropyl]-(5-fluoro-3-pyridyl)methyl]-4-ethyl-4-methyl-6-oxo-hexahydropyrimidin-2-ylidene]ammonium